(S)-2-(p-bromophenoxy)(2-2H)butyric acid BrC1=CC=C(O[C@](C(=O)O)(CC)[2H])C=C1